P(=O)(OCC)(OCC)OCC(=O)NC=1C=C2C(=NC=NC2=CC1OCC)NC1=CC(=C(C=C1)OC1=CC=2N(C=N1)C=NN2)C diethyl (2-((4-((4-([1,2,4]triazolo[4,3-c]pyrimidin-7-yloxy)-3-methylphenyl) amino)-7-ethoxyquinazolin-6-yl) amino)-2-oxoethyl) phosphate